12-Heptadecenoic acid C(CCCCCCCCCCC=CCCCC)(=O)O